4-bromo-1-iodo-2-(methyl-d3)benzene BrC1=CC(=C(C=C1)I)C([2H])([2H])[2H]